FC1(CCN(CC1)CC=1N(C=CN1)CC=1C=C(C=CC1C)C(CC(=O)O)C1=C(C2=C(N(N=N2)C)C=C1)C)F 3-(3-((2-((4,4-Difluoropiperidin-1-yl)methyl)-1H-imidazol-1-yl)methyl)-4-methylphenyl)-3-(1,4-dimethyl-1H-benzo[d][1,2,3]triazol-5-yl)propanoic acid